Para-methylphenyl 2,3,4-tri-O-acetyl-beta-D-xylopyranosyl-(1→4)-2-O-acetyl-3-O-fluorenylmethoxycarbonyl-1-thio-alpha-L-rhamnopyranoside C(C)(=O)O[C@H]1[C@@H](OC[C@H]([C@@H]1OC(C)=O)OC(C)=O)O[C@@H]1[C@H]([C@H]([C@H](SC2=CC=C(C=C2)C)O[C@H]1C)OC(C)=O)OC(=O)OCC1=CC=CC=2C3=CC=CC=C3CC12